2-chloro-5-carboxyphenylboric acid ClC1=C(C=C(C=C1)C(=O)O)OB(O)O